N,N-bis(carboxymethyl)-alanine C(=O)(O)CN([C@@H](C)C(=O)O)CC(=O)O